(S,6S)-6-(methylamino)-N'-((2,4,5,6-tetrahydro-1H-cyclobuta[f]inden-3-yl)carbamoyl)-6,7-dihydro-5H-pyrazolo[5,1-b][1,3]oxazine-3-sulfonimidamide CN[C@H]1CN2C(OC1)=C(C=N2)[S@](=O)(N)=NC(NC2=C1C(=CC=3CCCC23)CC1)=O